3-(((methylsulfonyl)oxy)methyl)-2,8-diazaspiro[4.5]decane-2,8-dicarboxylic acid 2-benzyl 8-tert-butyl ester C(C)(C)(C)OC(=O)N1CCC2(CC(N(C2)C(=O)OCC2=CC=CC=C2)COS(=O)(=O)C)CC1